2-amino-3-methyl-N-((2S)-3-methyl-2-butanyl)-N-((5-(trifluoromethyl)-2-pyridinyl)methyl)-6-quinolinecarboxamide NC1=NC2=CC=C(C=C2C=C1C)C(=O)N(CC1=NC=C(C=C1)C(F)(F)F)[C@@H](C)C(C)C